FC1=C(C=C(C(=C1)C=O)F)C=O 2,5-difluoro-1,4-benzenedicarboxaldehyde